ClC1=C2C=C(NC2=CC=C1)C(=O)N1CC=2N(CC1)N=CC2C(=O)N(C)C2(CC2)CO 5-(4-chloro-1H-indole-2-carbonyl)-N-[1-(hydroxymethyl)cyclopropyl]-N-methyl-4H,5H,6H,7H-pyrazolo[1,5-a]pyrazine-3-carboxamide